tert-butyl 2-((2S,3R)-3-hydroxy-1-(isobutylamino)-1-oxobutan-2-yl)-1-oxo-2,5-diazaspiro[3.4]octane-5-carboxylate O[C@@H]([C@@H](C(=O)NCC(C)C)N1C(C2(C1)N(CCC2)C(=O)OC(C)(C)C)=O)C